C(/C1=CC=CC=C1)=C\1/C2C(N3N1C(CC3(C)C)=O)C=3C=C(C(=CC3C2)F)C (E)-10-Benzylidene-7-fluoro-3,3,6-trimethyl-2,3,4a,9,9a,10-hexahydro-1H-indeno[1,2-c]pyrazolo[1,2-a]pyrazol-1-one